BrC1=C(C(=O)NC2=NNC=C2)C(=CC(=C1Br)C(F)(F)F)F 2,3-dibromo-6-fluoro-N-(1H-pyrazol-3-yl)-4-(trifluoromethyl)benzamide